ethyl 2-[2-[(2S)-2-[[(tert-butyldimethylsilyl)oxy]methyl]piperidine-1-carbonyl]phenyl]acetate [Si](C)(C)(C(C)(C)C)OC[C@H]1N(CCCC1)C(=O)C1=C(C=CC=C1)CC(=O)OCC